methyl-ureidothreonine CN([C@@H]([C@H](O)C)C(=O)O)NC(=O)N